(rac)-cis-2-(2-oxabicyclo[2.1.1]hex-4-yl)-N-(1-(2-fluorocyclopropyl)-2-oxo-1,2-dihydropyridin-3-yl)-7-isopropoxyimidazo[1,2-a]pyrimidine-6-carboxamide C12OCC(C1)(C2)C=2N=C1N(C=C(C(=N1)OC(C)C)C(=O)NC=1C(N(C=CC1)[C@H]1[C@H](C1)F)=O)C2 |r|